5-chloro-2-(trifluoromethyl)pyrazolo[1,5-a]Pyrimidine ClC1=NC=2N(C=C1)N=C(C2)C(F)(F)F